COC(=O)C1CNC(CN1)C 6-methylpiperazine-3-carboxylic acid methyl ester